(2S,4S)-1-tert-butoxycarbonyl-4-[tert-butyl(dimethyl)silyl]oxy-pyrrolidine-2-carboxylic acid C(C)(C)(C)OC(=O)N1[C@@H](C[C@@H](C1)O[Si](C)(C)C(C)(C)C)C(=O)O